N1=CNC=2C=NC=C(C21)C(=O)O 3H-imidazo[4,5-C]pyridine-7-carboxylic acid